3-chloro-5-{2-[(2R,4S)-4-{[(6-methanesulfonylpyridin-3-yl)oxy]methyl}-2-methylpyrrolidin-1-yl]ethyl}benzonitrile ClC=1C=C(C#N)C=C(C1)CCN1[C@@H](C[C@@H](C1)COC=1C=NC(=CC1)S(=O)(=O)C)C